o-t-pentylphenol C(C)(C)(CC)C1=C(C=CC=C1)O